Dimethylpiperazin CC1CNCCN1C